2-chloro-5-bromo-N-[2-({(1R)-3-methyl-1-[(5R)-4-oxo-5-phenyl-1,3,2-dioxaborolan-2-yl]Butyl}amino)-2-oxoethyl]Benzamide ClC1=C(C(=O)NCC(=O)N[C@@H](CC(C)C)B2O[C@@H](C(O2)=O)C2=CC=CC=C2)C=C(C=C1)Br